trans-2-carbamimidamidocyclobutane-1-carboxylic acid N(C(=N)N)[C@H]1[C@@H](CC1)C(=O)O